CN1C(=C(C2=C1N=CN=C2N)C2=CC=C(C=C2)OC2=NC=CC=N2)C2=CCC1(CNC1)CC2 7-methyl-5-(4-(pyrimidin-2-yloxy)phenyl)-6-(2-azaspiro[3.5]-non-6-en-7-yl)-7H-pyrrolo[2,3-d]pyrimidin-4-amine